Butyl-tert-butylether C(CCC)OC(C)(C)C